(2R)-2-hydroxy-1-{5-[(1-methyl-1H-pyrazol-3-yl)sulfonyl]-1H,2H,3H,4H,5H,6H-pyrrolo[3,4-c]pyrrol-2-yl}-2-phenylethan-1-one O[C@@H](C(=O)N1CC=2CN(CC2C1)S(=O)(=O)C1=NN(C=C1)C)C1=CC=CC=C1